CN1C(C2=CC=C(C=C2C1)C=1C=CC=C2C=C(C=NC12)C(=O)N1CCCCC1)=O 2-methyl-5-(3-(piperidine-1-carbonyl)quinolin-8-yl)isoindolin-1-one